C(OCC1=CC=C(C=C1)OC=CC[Se]C1=CC=CC=C1)([O-])=O (4-((3-(phenylseleno) prop-1-en-1-yl) oxy) benzyl) carbonate